butyl (1-hydroxy-2,3-dimethylbutan-2-yl)carbamate OCC(C(C)C)(C)NC(OCCCC)=O